5-((4-amino-1,3,5-triazin-2-yl)amino)-3-(cyclohex-1-en-1-yl)-6-(4-methoxyphenyl)-2-phenylpyrazolo[1,5-a]pyrimidin-7(4H)-one NC1=NC(=NC=N1)NC=1NC=2N(C(C1C1=CC=C(C=C1)OC)=O)N=C(C2C2=CCCCC2)C2=CC=CC=C2